2-[2-ethoxy-5-(4-ethylpiperazine-1-sulfonyl)phenyl]-5-methyl-7-propyl-3,7-dihydro-pyrrolo[2,3-d]pyrimidin-4-one monohydrochloride Cl.C(C)OC1=C(C=C(C=C1)S(=O)(=O)N1CCN(CC1)CC)C=1NC(C2=C(N1)N(C=C2C)CCC)=O